benzoic acid [2-(2-furylmethyl-carbamoylamino)-2-oxo-ethyl] ester O1C(=CC=C1)CN(C(COC(C1=CC=CC=C1)=O)=O)C(N)=O